(1r,3r)-3-((3-chloro-4-cyanophenoxy)-2,2,4,4-tetramethylcyclobutyl)-2-(4-(hydroxymethyl)piperidin-1-yl)pyrimidine-5-carboxamide ClC=1C=C(OC2(C(CC2(C)C)(C)C)N2C(N=CC(=C2)C(=O)N)N2CCC(CC2)CO)C=CC1C#N